4,4-dimethyl-1,4-dihydroquinazoline CC1(N=CNC2=CC=CC=C12)C